N,N-dimethyl-1-(4-nitrophenyl)piperidin-4-amine CN(C1CCN(CC1)C1=CC=C(C=C1)[N+](=O)[O-])C